2,9,10-trifluorobenzo[e]thieno[3',2':5,6]benzo[1,2-b]thiepin-6(11H)-one FC1=CC=2C=CC3=C(SCC4=C(C3=O)C=CC(=C4F)F)C2S1